(Z)-N-(5-(4-methoxystyryl)-8-(methylamino)-2,7-naphthyridin-3-yl)cyclopropanecarboxamide COC1=CC=C(\C=C/C2=C3C=C(N=CC3=C(N=C2)NC)NC(=O)C2CC2)C=C1